Ethyl 3-((2-(1-(tert-butoxycarbonyl) pyrrolidin-2-yl)-4-chlorobenzyl) amino)-1H-pyrrole-2-carboxylate C(C)(C)(C)OC(=O)N1C(CCC1)C1=C(CNC2=C(NC=C2)C(=O)OCC)C=CC(=C1)Cl